1-(2-(1-(tetrahydro-2H-pyran-2-yl)-1H-pyrazol-4-yl)quinolin-4-yl)ethan-1-amine O1C(CCCC1)N1N=CC(=C1)C1=NC2=CC=CC=C2C(=C1)C(C)N